C(C)C1=NSC(=N1)C=1C=CC(=C(C1)NCC(=O)N1CCC2=C(C=CC=C12)N1CC(CC1)O)F 2-((5-(3-ethyl-1,2,4-thiadiazol-5-yl)-2-fluorophenyl)amino)-1-(4-(3-hydroxypyrrolidin-1-yl)indolin-1-yl)ethan-1-one